Cl.Cl.N1(C=NC=C1)[C@@H]1CC2=CC[C@H]3[C@@H]4CC=C([C@@]4(C)CC[C@@H]3[C@]2(CC1)C)N1C=NC2=C1C=CC=C2 3β-(1H-Imidazol-1-yl)-17-(1H-benzimidazol-1-yl)-androsta-5,16-diene dihydrochloride